(1-(Dimethylamino)cyclopropyl)methanol CN(C1(CC1)CO)C